FC=1C(=NC(=CC1)F)C1=NN(C=C1NC(=O)C=1N=C(SC1)C=1C=NN(C1)C(=O)OCCN1CCOCC1)C1CCC(CC1)OCC 2-Morpholinoethyl 4-(4-((3-(3,6-difluoropyridin-2-yl)-1-((1r,4r)-4-ethoxycyclohexyl)-1H-pyrazol-4-yl) carbamoyl) thiazol-2-yl)-1H-pyrazole-1-carboxylate